N=1C=NN2C1C=C(C=C2)OC2=C(C(=C(C=C2)NC=2C1=C(N=CN2)C=CC(=N1)N1CCNC2(CC2)C1)F)Cl N-(4-([1,2,4]triazolo[1,5-a]pyridin-7-yloxy)-3-chloro-2-fluorophenyl)-6-(4,7-diazaspiro[2.5]octan-7-yl)pyrido[3,2-d]pyrimidin-4-amine